(S)-tert-butyl 4,4-difluoro-2-formylpyrrolidine-1-carboxylate FC1(C[C@H](N(C1)C(=O)OC(C)(C)C)C=O)F